acryloylaminoethyl-trimethyl-ammonium tert-butyl-4-{6-[6-(methoxymethoxy)-2,7-dimethylindazol-5-yl]pyrido[2,3-b]pyrazin-2-yl}piperazine-1-carboxylate C(C)(C)(C)OC(=O)N1CCN(CC1)C=1N=C2C(=NC1)N=C(C=C2)C2=CC1=CN(N=C1C(=C2OCOC)C)C.C(C=C)(=O)NCC[N+](C)(C)C